CC(C[C@@H](C(=O)N1CCC(CC1)COC=1C=C(C=CC1)C)N1C([C@@H](NCC1)CC(C)C)=O)C (S)-1-[(S)-3-Methyl-1-({4-[(m-tolyloxy)methyl]-1-piperidyl}carbonyl)butyl]-3-isobutyl-2-piperazinone